C(CCCCCCCCC)(=O)OCCCCCCCN(CCCCCCCOC(C(CCCCCCCCF)CCCCCCCC)=O)CCO.C1=CC=CC=2C3=CC=CC=C3N(C12)CCC1=NN=C(O1)SCC(=O)NC1=CC=C(C=C1)Cl 2-((5-(2-(9H-carbazol-9-yl)ethyl)-1,3,4-oxadiazol-2-yl)thio)-N-(4-chlorophenyl)acetamide 7-((7-(decanoyloxy)heptyl)(2-hydroxyethyl)amino)heptyl-10-fluoro-2-octyldecanoate